ClC=1C=CC(=C(C1)C1N(CCOC1)C(=O)OC(C)(C)C)CO tert-Butyl 3-(5-chloro-2-(hydroxymethyl)phenyl)morpholine-4-carboxylate